2-(3-pyridyl)pyridin-4-amine N1=CC(=CC=C1)C1=NC=CC(=C1)N